di-n-undecyl-cyclohexane-1,3-dicarboxylic acid C(CCCCCCCCCC)C1C(CCCC1C(=O)O)(C(=O)O)CCCCCCCCCCC